Ethyl (E)-3-((4-methoxyphenyl)amino)but-2-enoate COC1=CC=C(C=C1)N/C(=C/C(=O)OCC)/C